2-Chloro-5,6,7,8-tetrahydroquinoline ClC1=NC=2CCCCC2C=C1